4-(hydroxymethyl)pyrrolidinone OCC1CC(NC1)=O